6-[(2S)-2-aminopropyl]-7-bromo-N-[(1R)-1-(thiophen-2-yl)ethyl]thieno[3,2-c]pyridazin-4-amine N[C@H](CC1=C(C=2N=NC=C(C2S1)N[C@H](C)C=1SC=CC1)Br)C